CCCCNC1=NC=C2C(=CN(C2=N1)C3CCC(CC3)O)C4=CC=C(C=C4)CN5CCN(CC5)C (1r,4r)-4-(2-(butylamino)-5-(4-((4-methylpiperazin-1-yl)methyl)phenyl)-7H-pyrrolo[2,3-d]pyrimidin-7-yl)cyclohexanol